(R)-N-(4-(4-amino-5-(1-(4-(dimethylamino)-2-methylbutanoyl)piperidin-4-yl)-7-methyl-7H-pyrrolo[2,3-d]pyrimidin-6-yl)phenyl)acrylamide NC=1C2=C(N=CN1)N(C(=C2C2CCN(CC2)C([C@@H](CCN(C)C)C)=O)C2=CC=C(C=C2)NC(C=C)=O)C